1-(benzyloxy)-4-(1-((4-fluorophenyl)sulfonyl)vinyl)benzene C(C1=CC=CC=C1)OC1=CC=C(C=C1)C(=C)S(=O)(=O)C1=CC=C(C=C1)F